5-hydroxymethoxymethyl-1-aza-3,7-dioxabicyclo(3.3.0)octane OCOCC12COCN2COC1